CS(=O)(=O)N1C[C@@H](CCC1)NC1=NC=C2N=C(N(C2=N1)C1CCC(CC1)C(=O)N)NC1=C(C=C(C=C1Cl)Cl)Cl (1S,4s)-4-(2-((R)-1-(methylsulfonyl)piperidin-3-ylamino)-8-(2,4,6-trichlorophenylamino)-9H-purin-9-yl)cyclohexanecarboxamide